tetrahydrofuran-3,4-dibenzoate O1CC(C(C1)C1=CC=CC=C1C(=O)[O-])C1=CC=CC=C1C(=O)[O-]